N[C@H](C)C=1C=C(C=C2C(N(C(=NC12)N1CCC(CC1)(F)F)C)=O)C#C[Si](C)(C)C (R)-8-(1-aminoethyl)-2-(4,4-difluoropiperidin-1-yl)-3-methyl-6-((trimethylsilyl)ethynyl)quinazolin-4(3H)-one